1-(2-(2-tert-butylphenoxy)pyridin-3-yl)-3-(5-chloro-2-methoxyphenyl)-urea C(C)(C)(C)C1=C(OC2=NC=CC=C2NC(=O)NC2=C(C=CC(=C2)Cl)OC)C=CC=C1